3-(4-((6aR,7R,10aS)-9-cyano-4-(2-fluorophenyl)-7,10a-dimethyl-8-oxo-5,6,6a,7,8,10a-hexahydrobenzo[h]quinazolin-2-yl)pyridin-2-yl)propionic acid ethyl ester C(C)OC(CCC1=NC=CC(=C1)C1=NC=2[C@]3([C@H](CCC2C(=N1)C1=C(C=CC=C1)F)[C@H](C(C(=C3)C#N)=O)C)C)=O